6-(Trifluoromethyl)thieno[3,2-b]pyridin-4-ol FC(C=1C=C2C(N(C1)O)=CCS2)(F)F